C(C)(=O)O[C@H]1CN([C@@H](C1)C(N[C@@H](C)C1=CC=C(C=C1)C1=C(N=CS1)C)=O)C([C@H](C(C)(C)C)NC(=O)OC(C)(C)C)=O (3R,5S)-1-((S)-2-((tert-butoxycarbonyl)amino)-3,3-dimethylbutanoyl)-5-(((S)-1-(4-(4-methylthiazol-5-yl)phenyl)ethyl)carbamoyl)pyrrolidin-3-yl acetate